Ethyl 2-(4-(4-(N,N-bis(4-methoxybenzyl)sulfamoyl)-3-fluorobenzyl)-5-(cyclopropylmethyl)-3-(4-fluoro-3-hydroxyphenyl)-1H-pyrazol-1-yl)thiazole-4-carboxylate COC1=CC=C(CN(S(=O)(=O)C2=C(C=C(CC=3C(=NN(C3CC3CC3)C=3SC=C(N3)C(=O)OCC)C3=CC(=C(C=C3)F)O)C=C2)F)CC2=CC=C(C=C2)OC)C=C1